FC1=C(C=C(C=C1)NC(=O)[C@@H]1[C@@H](C2CCC1C2=C(C)C)NC(=O)C=2C(=NC=CC2)OC)C(F)(F)F N-[(2R,3S)-3-{[4-fluoro-3-(trifluoromethyl)phenyl]carbamoyl}-7-(propan-2-ylidene)bicyclo[2.2.1]heptan-2-yl]-2-methoxypyridine-3-carboxamide